C(=O)C=1N(C=CC1)C(=O)OC(C)(C)C tert-butyl (R)-2-formylpyrrol-1-carboxylate